ClC1=C(C=CC(=C1)C(F)(F)F)N1CCC(CC1)(C(=O)N[C@@H]1CN(CC1)C)C=1C=NC(=CC1)C1=C(C=CC(=C1)F)OC 1-[2-chloro-4-(trifluoromethyl)phenyl]-4-[6-(5-fluoro-2-methoxyphenyl)pyridin-3-yl]-N-[(3S)-1-methylpyrrolidin-3-yl]piperidine-4-carboxamide